p-bromomethylbenzenesulfonic acid BrCC1=CC=C(C=C1)S(=O)(=O)O